2,2'-disulpho-4,4'-benzidine S(=O)(=O)(O)C1=C(C=CC(=C1)N)C1=C(C=C(N)C=C1)S(=O)(=O)O